1-bromo-3-(4-bromophenyl)propan-2-one BrCC(CC1=CC=C(C=C1)Br)=O